5-(4-chloro-2-fluoro-phenyl)-2,3-dimethyl-7-((2R)-2-(1-methyl-1H-pyrazol-4-yl)-4-morpholinyl)pyrido-[4,3-d]pyrimidin-4(3H)-one ClC1=CC(=C(C=C1)C1=NC(=CC=2N=C(N(C(C21)=O)C)C)N2C[C@H](OCC2)C=2C=NN(C2)C)F